1-p-coumaryl-beta-d-glucose C(\C=C(\C1=CC=C(C=C1)O)/[2H])C(=O)[C@H](O)[C@@H](O)[C@H](O)[C@H](O)CO